triazole-d N1N=NC(=C1)[2H]